OCCCCCCCCCCCCCCCCCCCCCCCCCCCCC=C 30-hydroxy-1-triacontene